1-(2-methyl-4-phenoxyphenyl)-3-(4-methylphenyl)urea CC1=C(C=CC(=C1)OC1=CC=CC=C1)NC(=O)NC1=CC=C(C=C1)C